C(C)N(C)C=NC1=C(C(=C(C(=O)[O-])C=C1)C)C 4-(((ethyl (methyl)amino)methylene)amino)-2,3-dimethylbenzoate